3-(1-fluorocyclopropyl)-3-hydroxybutanamide FC1(CC1)C(CC(=O)N)(C)O